ethyl 2,2,5,6-tetramethylcyclohexanecarboxylate CC1(C(C(C(CC1)C)C)C(=O)OCC)C